[Ru+2].C1(=CC=CC=C1)C1=CC(C2=CC=CC=C12)=C1C(CCCC1)P(C1CCCCC1)C1CCCCC1 (3-phenyl-1H-inden-1-ylidene)(tricyclohexylphosphine) ruthenium (II)